ClC1=CC=C(OCC[C@@H](B2OC(C(O2)(C)C)(C)C)NC([C@@H](COC)NC(OC(C)(C)C)=O)=O)C=C1 tert-butyl ((R)-1-(((R)-3-(4-chlorophenoxy)-1-(4,4,5,5-tetramethyl-1,3,2-dioxaborolan-2-yl)propyl)amino)-3-methoxy-1-oxopropan-2-yl)carbamate